4,6-Dibromo-5-(methoxycarbonyl)methoxy-1H-indol-3-yl β-D-glucopyranoside O([C@H]1[C@H](O)[C@@H](O)[C@H](O)[C@H](O1)CO)C1=CNC2=CC(=C(C(=C12)Br)OCC(=O)OC)Br